1,3-dioxoisoindolin-2-yl (8S)-8-(1-(difluoromethyl)-1H-pyrazol-3-yl)-2-fluoro-8-methyl-7,8-dihydro-6H-cyclopenta[e]pyrazolo[1,5-a]pyrimidine-6-carboxylate FC(N1N=C(C=C1)[C@]1(CC(C=2C=NC=3N(C21)N=C(C3)F)C(=O)ON3C(C2=CC=CC=C2C3=O)=O)C)F